OC(CC(=O)O)(CCO)C 3,5-dihydroxy-3-methyl-valeric acid